QUINOLINONYL-PIPERAZINE N1C(C(=CC2=CC=CC=C12)N1CCNCC1)=O